COC1=CC=C(CN(C(OC(C)(C)C)=O)C=2SC=C(N2)B2OC(CN(CC(O2)=O)C)=O)C=C1 tert-butyl (4-methoxybenzyl)(4-(6-methyl-4,8-dioxo-1,3,6,2-dioxazaborocan-2-yl)thiazol-2-yl)carbamate